(2-(piperidin-1-yl)pyridin-4-yl)methylamine N1(CCCCC1)C1=NC=CC(=C1)CN